2-(6-Cyano-5-oxo-2,3-dihydro-5H-spiro[indolizine-1,2'-[1,3]dioxolan]-7-yl)-3-cyclopropylpropionic acid ethyl ester C(C)OC(C(CC1CC1)C1=C(C(N2CCC3(OCCO3)C2=C1)=O)C#N)=O